6-(4-AMINO-3-METHYL-2-OXA-8-AZASPIRO[4.5]DECAN-8-YL)-3-(2,3-DICHLOROPHENYL)-2-METHYLPYRIMIDIN-4(3H)-ON NC1C(OCC12CCN(CC2)C2=CC(N(C(=N2)C)C2=C(C(=CC=C2)Cl)Cl)=O)C